6-Octenal C(CCCCC=CC)=O